CN(C(=O)C1=CN=NC=C1)C N,N-dimethylpyridazine-4-carboxamide